(2-(4-(trifluoromethyl)phenyl)acetyl)-L-valyl-D-glutamic acid FC(C1=CC=C(C=C1)CC(=O)N[C@@H](C(C)C)C(=O)N[C@H](CCC(=O)O)C(=O)O)(F)F